dichloro[2,6-bis[4-(S)-naphthyl-2-oxazolyl]pyridine] cobalt [Co].ClC=1C=C(C(=NC1C=1OC=C(N1)C1=CC=CC2=CC=CC=C12)C=1OC=C(N1)C1=CC=CC2=CC=CC=C12)Cl